(1S)-7a'-(((tert-butyldiphenylsilyl)oxy)methyl)-2,2-difluorotetrahydro-1'H,3'H-spiro[cyclopropane-1,2'-pyrrolizine] [Si](C1=CC=CC=C1)(C1=CC=CC=C1)(C(C)(C)C)OCC12CCCN2C[C@@]2(C1)C(C2)(F)F